CC1=CN=C2C(=NC(=NC2=N1)N1C[C@@H](OCC1)C1=CC(=NC=C1)C)[C@@H]1C[C@H](C1)C(F)(F)F 7-methyl-2-((2S)-2-(2-methyl-4-pyridinyl)-4-morpholinyl)-4-(trans-3-(trifluoromethyl)cyclobutyl)pteridine